24-[(4-fluoro-2-methoxyphenyl)(hydroxy)methyl]-5alpha-cholan FC1=CC(=C(C=C1)C(CCC[C@@H](C)[C@H]1CC[C@H]2[C@@H]3CC[C@H]4CCCC[C@]4(C)[C@H]3CC[C@]12C)O)OC